(2E)-3-(4-fluorophenyl)-2-(pyridin-4-yl)propan-2-enenitrile FC1=CC=C(C=C1)/C=C(/C#N)\C1=CC=NC=C1